C(C)(C)(C)OC(=O)N1CCC(CC1)N1N=C2C=C(C(=CC2=C1)C(=O)OC)OC(C)C methyl 2-(1-tert-butoxy carbonyl-4-piperidyl)-6-isopropoxy-indazole-5-carboxylate